O[C@H]1C[C@@H](CCC1)N1C(C2(C3=C1N=C(N=C3)NC=3C(=NNC3)C3OCCCC3)CC2)=O 7'-((1R,3R)-3-hydroxycyclohexyl)-2'-((3-(tetrahydro-2H-pyran-2-yl)-1H-pyrazol-4-yl)amino)spiro[cyclopropane-1,5'-pyrrolo[2,3-d]pyrimidin]-6'(7'H)-one